N(C1=NNC(=N1)O)C1=NNC(=N1)O 3,3'-iminobis(5-hydroxy-1H-1,2,4-triazole)